6-((2-fluoroethyl)amino)nicotinamide FCCNC1=NC=C(C(=O)N)C=C1